O[C@@H]1C[C@H](N(C1)C(C(C(C)C)C1=CC(=NO1)OCCCCC(=O)O)=O)NC(=O)[C@@H](C)C1=CC=C(C=C1)C1=C(N=CS1)C 5-((5-(1-((2S,4R)-4-hydroxy-2-(((S)-1-(4-(4-methylthiazol-5-yl)phenyl)ethyl)formamido)pyrrolidin-1-yl)-3-methyl-1-oxobutan-2-yl)isoxazol-3-yl)oxy)pentanoic acid